ALUMINIUM-MAGNESIUM-CALCIUM [Ca].[Mg].[Al]